pyridine-2,6-dicarboxamidine N1=C(C=CC=C1C(=N)N)C(=N)N